NC1=NC(=NC(=N1)N)C1=CC=C(C=C1)Cl 2,4-diamino-6-(4-chlorophenyl)-1,3,5-triazine